[(2R)-1-[5-[5-[(1R)-1-(3,5-dichloro-2-methyl-4-pyridyl)ethoxy]-1H-indazol-3-yl]-2-pyridyl]pyrrolidin-2-yl]methanol ClC=1C(=NC=C(C1[C@@H](C)OC=1C=C2C(=NNC2=CC1)C=1C=CC(=NC1)N1[C@H](CCC1)CO)Cl)C